O=C1C=CN(C2=CC=CC=C12)N(N=CC1=CC=C(C=C1)S(=O)(=O)C)C(C)=O (4-oxo-4H-quinolin-1-yl)-acetyl-(4-methanesulfonyl-benzylidene)hydrazine